C1(CC1)C=1C=CC(=C(C1)C(C(=O)O)N1C[C@@H](CC1)OCCCCCC1=NC=2NCCCC2C=C1)OC 2-(5-cyclopropyl-2-methoxyphenyl)-2-((R)-3-((5-(5,6,7,8-tetrahydro-1,8-naphthyridin-2-yl)pentyl)oxy)pyrrolidin-1-yl)acetic acid